ONC(=O)C1=NOC(=C1)CCCOC=1C=CC=C2C=CC=NC12 N-hydroxy-5-(3-(quinolin-8-yloxy)propyl)isoxazole-3-carboxamide